6-((1S,4S)-2,5-diazabicyclo[2.2.1]heptan-2-yl)-N-(4-(cyclopropylmethoxy)-2,3-difluorophenyl)pyrido[3,2-d]pyrimidin-4-amine [C@@H]12N(C[C@@H](NC1)C2)C=2C=CC=1N=CN=C(C1N2)NC2=C(C(=C(C=C2)OCC2CC2)F)F